benzyl 3-(1-amino-2-methylbut-3-yn-2-yl)azetidine-1-carboxylate NCC(C#C)(C)C1CN(C1)C(=O)OCC1=CC=CC=C1